CCC(CCC(C)=O)=O heptane-3,6-dione